C(C1=CC=CC=C1)OC(CCC(=O)O)=O O-Benzyl-Succinic Acid